C(C)(C)(C)OC(=O)N[C@H](C(=O)OC(C)(C)C)CCS(=O)(=N)C\C=C(/CC(F)(F)F)\C1=CC=C(C=C1)C1=C(C=C(C=C1)Cl)Cl tert-butyl (2s)-2-((tert-butoxycarbonyl)amino)-4-((e)-3-(2',4'-dichloro-[1,1'-biphenyl]-4-yl)-5,5,5-trifluoropent-2-en-1-ylsulfonimidoyl)butanoate